methyl (S)-4-(1-(3-(difluoromethyl)-5-(3-ethyl-4-fluorophenoxy)-1-methyl-1H-pyrazole-4-carboxamido)ethyl)benzoate FC(C1=NN(C(=C1C(=O)N[C@@H](C)C1=CC=C(C(=O)OC)C=C1)OC1=CC(=C(C=C1)F)CC)C)F